(2S)-3,3-dimethyl-2-[(6-oxo-1H-pyridin-3-yl)amino]butanoic acid CC([C@@H](C(=O)O)NC1=CNC(C=C1)=O)(C)C